CCCCCCCC/C=C\CCCCCCCCCC(=O)O[C@H](COC(=O)CCCCCCC/C=C\CCCCC)COP(=O)([O-])OCC[N+](C)(C)C 1-(9Z-pentadecenoyl)-2-(11Z-eicosenoyl)-glycero-3-phosphocholine